FC1([C@H](N(C1)C=1C=C2C(=CC=NC2=CC1)C(=O)O)C)F |r| rac-(R)-6-(3,3-difluoro-2-methylazetidin-1-yl)quinoline-4-carboxylic acid